C1(=CC=CC=C1)[Si](OCCOC)(C1=CC=CC=C1)C1=CC=CC=C1 triphenyl-(2-methoxyethoxy)silane